2-[(5,6-dimethyl-1,2,4-triazin-3-yl)sulfanyl]-N-methyl-propanamide CC=1N=C(N=NC1C)SC(C(=O)NC)C